N1=CN=CC=2OCC=NC21 Pyrimido[5,4-b][1,4]Oxazine